CN(C)CC1CCN(CC1)C(=O)N1CCN2C=C(C3=CC(=CC(=C23)C1)F)C1=CNC=C1C1=CN=C2N1C=CC=C2 3-(2-(4-((dimethylamino)methyl)piperidine-1-carbonyl)-9-fluoro-1,2,3,4-tetrahydro-[1,4]diazepino[6,7,1-hi]indol-7-yl)-4-(imidazo[1,2-a]pyridin-3-yl)-1H-pyrrole